C(C)(C)(C)OC(=O)N(C(OC(C)(C)C)=O)C1=NC=C(C=2C1=CN(N2)C2OCCCC2)NC(C(N2C(CC[C@@H](C2)C)C2=C(C(=C(C(=C2[2H])[2H])[2H])[2H])[2H])=O)=O tert-butyl N-tert-butoxycarbonyl-N-[7-[[2-oxo-2-[(5S)-5-methyl-2-(2,3,4,5,6-pentadeuteriophenyl)-1-piperidyl]acetyl]amino]-2-tetrahydropyran-2-yl-pyrazolo[4,3-c]pyridin-4-yl]carbamate